C(C)OC(C(C)(C)OC1=C(C=C(C=C1C)CN1C(=NN(C1=O)C1=CC=C(C=C1)F)C)C)=O 2-(4-((1-(4-Fluorophenyl)-3-methyl-5-oxo-1,5-dihydro-4H-1,2,4-triazol-4-yl)methyl)-2,6-dimethylphenoxy)-2-methylpropanoic acid ethyl ester